BrC1=CC(=C(C=C1)C)F 4-bromo-2-fluoro-1-methylbenzene